COCCCNC(=S)NC=1C=NC2=CC=CC=C2C1 1-(3-methoxypropyl)-3-quinolin-3-ylthiourea